BrC=1C=C2[C@@H]([C@H](N(C(C2=CC1)=O)C1=CC(=C(C=C1)C)Cl)C1=CC2=C(OCCO2)C=C1)C(=O)O |r| (3S,4S) and (3R,4R)-6-bromo-2-(3-chloro-4-methylphenyl)-3-(2,3-dihydro-1,4-benzodioxin-6-yl)-1-oxo-1,2,3,4-tetrahydroisoquinoline-4-carboxylic acid